secondary butyl-tin C(C)(CC)[Sn]